FC1=CC=CC2=C1N(C(=N2)C2=NSN=C2C)CC=2N=NC=CC2 3-(7-fluoro-1-(pyridazin-3-ylmethyl)-benzoimidazol-2-yl)-4-methyl-1,2,5-thiadiazole